O=C1NN=CC=C1C(=O)[O-] oxopyridazine-4-carboxylate